2-(3,5-difluoro-4-(trifluoromethyl)benzamido)benzo[d]thiazole-6-carboxylic acid FC=1C=C(C(=O)NC=2SC3=C(N2)C=CC(=C3)C(=O)O)C=C(C1C(F)(F)F)F